ethyl (Z)-3-(2-chlorophenyl)prop-2-enoate ClC1=C(C=CC=C1)\C=C/C(=O)OCC